O1C(C(=CC=C1)O)O (+)-pyrandiol